N-(2-((1r,3r,5r,7r)-adamantan-2-ylamino)ethyl)-5-(4-chloro-phenyl)-4-methyl-1-propyl-1H-pyrazole-3-carboxamide C12C(C3CC(CC(C1)C3)C2)NCCNC(=O)C2=NN(C(=C2C)C2=CC=C(C=C2)Cl)CCC